C(C)(C)(C)OC(=O)NCC1(CCN(CC1)C(=O)OCC1=CC=CC=C1)C#N benzyl 4-(((tert-butoxycarbonyl) amino) methyl)-4-cyanopiperidine-1-carboxylate